C1(CC1)N1C(C=CC(=C1)[C@@H]1O[C@@H](CC(C1)C1=NC2=NC(=C(N=C2C(=N1)C12CC(C1)(C2)C(F)(F)F)C)C)C)=O 1-cyclopropyl-5-((2R,6R)-4-(6,7-dimethyl-4-(3-(trifluoromethyl)bicyclo[1.1.1]pentan-1-yl)pteridin-2-yl)-6-methyltetrahydro-2H-pyran-2-yl)pyridin-2(1H)-one